9,10-bis(3-(pyridine-3-yl)phenyl)anthracene N1=CC(=CC=C1)C=1C=C(C=CC1)C=1C2=CC=CC=C2C(=C2C=CC=CC12)C1=CC(=CC=C1)C=1C=NC=CC1